FC(C=1C=C(C[C@@H]2CC3(CN(C3)C=O)CC2)C=CC1)(F)F ((R)-6-(3-(trifluoromethyl)benzyl)-2-azaspiro[3.4]octan-2-yl)methanon